1-(4-bromophenyl)-1,3-dihydro-2H-cyclopenta[b]Benzofuran-2,2-dicarboxylic acid diethyl ester C(C)OC(=O)C1(C(C2=C(OC3=C2C=CC=C3)C1)C1=CC=C(C=C1)Br)C(=O)OCC